5-(2-(2,5-difluorophenyl)pyrrolidin-1-yl)-3-nitropyrazolo[1,5-a]pyrimidine FC1=C(C=C(C=C1)F)C1N(CCC1)C1=NC=2N(C=C1)N=CC2[N+](=O)[O-]